6-methoxy-N4-(5-methyl-1H-pyrazol-3-yl)-7-(3-(pyrrolidin-1-yl)propoxy)quinazoline-2,4-diamine COC=1C=C2C(=NC(=NC2=CC1OCCCN1CCCC1)N)NC1=NNC(=C1)C